CC=1N(C(=CC1)C)C1=NN2C(C=C(C=C2)C2=C(C=CC(=N2)C=2C=NN(C2)C(=O)OC(C)(C)C)F)=N1 tert-butyl 4-(6-(2-(2,5-dimethyl-1H-pyrrol-1-yl)-[1,2,4]triazolo[1,5-a]pyridin-7-yl)-5-fluoropyridin-2-yl)-1H-pyrazole-1-carboxylate